C(CC(C)C)(=O)O.C(C\C=C/CC)=O cis-3-hexenal isovalerate